methanesulfonic acid 2-amino-1-(4-(N-methylsulfamoyl) phenyl)-2-oxoethyl ester NC(C(C1=CC=C(C=C1)S(NC)(=O)=O)OS(=O)(=O)C)=O